N-nonanoyl-aspartic acid C(CCCCCCCC)(=O)N[C@@H](CC(=O)O)C(=O)O